FC(OC=1C=CC=C2C(=CN(C(C12)=O)C(=O)OC(C)(C)C)C)F tert-butyl 8-(difluoromethoxy)-4-methyl-1-oxoisoquinoline-2-carboxylate